CN(C(CNC(=O)C=1C=2C[C@@H]3[C@H](C2N(N1)C1=C(C=C(C=C1)F)F)C3)C=3C=NC=CC3)C (1aR,5aR)-2-(2,4-Difluoro-phenyl)-1a,2,5,5a-tetrahydro-1H-2,3-diaza-cyclopropa[a]pentalene-4-carboxylic acid (2-dimethylamino-2-pyridin-3-yl-ethyl)-amide